1-((3-methyloxybutan-3-yl)methyl)-1H-benzo[d]imidazole-6-carboxylic acid COC(CC)(C)CN1C=NC2=C1C=C(C=C2)C(=O)O